BNC(C)CC1=CC=CC=C1 boryl-amphetamine